methyl (1r,4R)-4-(3-chloroanilino)-6'-(1,3-dioxan-2-yl)-2'-[(2R)-3-hydroxy-2-methylpropyl]spiro[cyclohexane-1,1'-indene]-4-carboxylate ClC=1C=C(NC2(CCC3(C(=CC4=CC=C(C=C34)C3OCCCO3)C[C@H](CO)C)CC2)C(=O)OC)C=CC1